5-(aminomethyl)-N-cyclopropyl-N-(4-fluorophenyl)pyridin-2-amine NCC=1C=CC(=NC1)N(C1=CC=C(C=C1)F)C1CC1